4-(2-acetyl-6,9-dioxo-5-(4-(trifluoromethyl)benzyl)-2,5,8-triazaspiro[3.5]nonan-8-yl)cyclohexane-1-carbonitrile C(C)(=O)N1CC2(C1)N(C(CN(C2=O)C2CCC(CC2)C#N)=O)CC2=CC=C(C=C2)C(F)(F)F